CSCC1=CC=C(S1)C(=O)O 5-((methylthio)methyl)thiophene-2-carboxylic acid